4-amino-1-(2-fluoroethyl)-1H-pyrazole-5-carbonitrile NC=1C=NN(C1C#N)CCF